ClC=1N=C(N2C1C(=CC(=C2)S(=O)(=O)N(COCC[Si](C)(C)C)C2CC2)Cl)C=2SC(=NN2)C(F)(F)F 1,8-dichloro-N-cyclopropyl-3-(5-(trifluoromethyl)-1,3,4-thiadiazol-2-yl)-N-((2-(trimethylsilyl)ethoxy)methyl)imidazo[1,5-a]pyridine-6-sulfonamide